[5-(3-Cyclopropoxyphenyl)-1-(2-ethoxyphenyl)-1H-pyrazol-3-yl]methanol C1(CC1)OC=1C=C(C=CC1)C1=CC(=NN1C1=C(C=CC=C1)OCC)CO